[8-chloro-6-(trifluoromethyl)imidazo[1,2-a]pyridin-2-yl][(3R,3'R)-3'-hydroxy-1,4-dihydro-1'H,2H-spiro[isoquinoline-3,4'-piperidin]-1'-yl]methanone ClC=1C=2N(C=C(C1)C(F)(F)F)C=C(N2)C(=O)N2C[C@H]([C@@]1(CC2)NCC2=CC=CC=C2C1)O